C(#N)C1(CCC1)C(=O)N1CC=2N=C(SC2C1)NC(C1=CN=C(C=C1C1=C(C=CC=C1)OC)C)=O N-(5-(1-cyanocyclobutane-1-carbonyl)-5,6-dihydro-4H-pyrrolo[3,4-d]thiazol-2-yl)-4-(2-methoxyphenyl)-6-methylnicotinamide